NCCNC1=C2C=CC=C(C2=CC=C1)S(=O)(=O)O 5-(2-amino-ethylamino)-naphthalene-1-sulfonic acid